dimethyltetrachloro(2-methyl-4-chlorophenoxyacetic acid) CC(C(=O)O)(OC1(C(C(C(C=C1)Cl)(Cl)Cl)(C)Cl)Cl)C